N-(3-{5-cyclobutyl-2H-pyrazolo[3,4-b]pyridin-2-yl}-4-fluorophenyl)-3-fluoroazetidine C1(CCC1)C1=CC=2C(N=C1)=NN(C2)C=2C=C(C=CC2F)N2CC(C2)F